N-(3-ethynylphenyl)-6,7-bis{[2-(methoxy)ethyl]oxy}-4-quinazolinamine C(#C)C=1C=C(C=CC1)NC1=NC=NC2=CC(=C(C=C12)OCCOC)OCCOC